C1(CCCCC1)C[C@H](C(=O)N1CC(C(CC1)(O)CN1C=NC(=CC1=O)C=1C=NNC1)(C)C)C 3-((1-((R)-3-cyclohexyl-2-methylpropanoyl)-4-hydroxy-3,3-dimethylpiperidin-4-yl)methyl)-6-(1H-pyrazol-4-yl)pyrimidin-4(3H)-one